FC1=C(C#N)C=CC(=C1)N1N=C2N(CCNC2)C1=O 2-fluoro-4-(3-oxo-5,6,7,8-tetrahydro-[1,2,4]triazolo[4,3-a]pyrazin-2(3H)-yl)benzonitrile